ClC=1C(=NN(C1)C(=O)N1CCC2(CCN(C2)CC2=CC(=CC(=C2)Cl)Cl)CC1)C(=O)O 4-chloro-1-(2-(3,5-dichlorobenzyl)-2,8-diazaspiro-[4.5]decane-8-carbonyl)-1H-pyrazole-3-carboxylic acid